C(C)C(C(C)(F)F)O ethyl-2,2-difluoropropanol